C(C)C1=C(C=CC(=C1)CN1CC(C1)CN(S(=O)(=O)C)C)C1=CC=C(C=C1)C(C(F)(F)F)(C(F)(F)F)O N-((1-((2-ethyl-4'-(1,1,1,3,3,3-hexafluoro-2-hydroxypropan-2-yl)-[1,1'-biphenyl]-4-yl)methyl)azetidin-3-yl)methyl)-N-methylmethanesulfonamide